C(C1=CC=CC=C1)OC=1C=C2C(=C(N(C2=CC1)C1=CC(=C(C=C1)F)C)C(C)C)C(C(=O)O)C 2-[5-benzyloxy-1-(4-fluoro-3-methyl-phenyl)-2-isopropyl-indol-3-yl]propanoic acid